C(C)(C)(C)OC(CCC[C@@H](OC)[C@H]1[C@@H](C1)CO)=O (R)-5-((1R,2R)-2-(hydroxymethyl)cyclopropyl)-5-methoxypentanoic acid tert-butyl ester